C12=CC=C(N1)C=C1C=CC(=N1)C=C1C=CC(N1)=CC=1C3=C(C(N1)=C2)C=CC2=CC1=CC=CC=C1C=C23 anthraporphyrin